S1C(=NC2=C1C=CC=C2)C=2C(=C(N)C=C(C2)F)C 3-(benzo[d]thiazol-2-yl)-5-fluoro-2-methylaniline